(S)-4-ethyl-8-fluoro-4-hydroxy-11-(1-methyl-3-(methylamino)-1H-pyrazol-4-yl)-1H-pyrano[3',4':6,7]indolizino[2,1-b]quinoline-3,6,14(4H,11H,12H)-trione C(C)[C@]1(C(OCC=2C(N3CC=4N(C5=CC=C(C=C5C(C4C3=CC21)=O)F)C=2C(=NN(C2)C)NC)=O)=O)O